C(C)(C)(C)OC(=O)N1[C@@H](C[C@](C1)(C=1SC=CC1)O)C(=O)O (2S,4S)-1-(tert-butoxycarbonyl)-4-hydroxy-4-(thiophen-2-yl)pyrrolidine-2-carboxylic acid